C(C)[C@H]1OC2=C(CNC1)N=C(C=C2)F (2R)-2-Ethyl-7-fluoro-2,3,4,5-tetrahydropyrido[2,3-f][1,4]oxazepine